5-bromo-1-tosyl-1H-pyrazolo[4,3-b]pyridine BrC1=CC=C2C(=N1)C=NN2S(=O)(=O)C2=CC=C(C)C=C2